5-chloro-3,3-dimethyl-1h,2h-pyrrolo[3,2-b]pyridine ClC1=CC=C2C(=N1)C(CN2)(C)C